QUINOXALINONE C1=CC=C2C(=C1)NC(=O)C=N2